N-((3r,5s)-5-((4H-1,2,4-triazol-4-yl)methyl)-1-cyanopyrrolidin-3-yl)-5-(3-cyanophenyl)oxazole-2-carboxamide N=1N=CN(C1)C[C@@H]1C[C@H](CN1C#N)NC(=O)C=1OC(=CN1)C1=CC(=CC=C1)C#N